(Z)-5-((Z)-5-methyl-2-oxoindolin-3-ylidene)-3-phenyl-2-(phenylimino)-thiazolidin-4-one CC=1C=C2/C(/C(NC2=CC1)=O)=C/1\C(N(/C(/S1)=N/C1=CC=CC=C1)C1=CC=CC=C1)=O